N1-(2-(4-(2-hydroxypropan-2-yl)-4-methylpiperidin-1-yl)phenyl)-N4,N4-dimethylbenzene-1,4-disulfonamide OC(C)(C)C1(CCN(CC1)C1=C(C=CC=C1)NS(=O)(=O)C1=CC=C(C=C1)S(=O)(=O)N(C)C)C